C(CCCCCCCCCCCCCCCCC)NC(CC)(O)O stearylaminopropanediol